secbutanal C(C)(CC)=O